(2S,3R)-2-amino-3-hydroxy-3-[4-(methylsulfonyl)phenyl]propanoic acid N[C@H](C(=O)O)[C@@H](C1=CC=C(C=C1)S(=O)(=O)C)O